The molecule is an N-acyl-1-O-beta-D-glucosyl-15-methylhexadecasphing-4-enine in which the acyl group has 26 carbons and 0 double bonds. It derives from a 15-methylhexadecasphing-4-enine. CCCCCCCCCCCCCCCCCCCCCCCCCC(=O)N[C@@H](CO[C@H]1[C@@H]([C@H]([C@@H]([C@H](O1)CO)O)O)O)[C@@H](/C=C/CCCCCCCCCC(C)C)O